C(C1=CC=CC=C1)OC[C@H]1OCC(CN(C1)C(=O)OC(C)(C)C)OS(=O)(=O)C tert-butyl (2S)-2-[(benzyloxy)methyl]-6-(methanesulfonyloxy)-1,4-oxazepane-4-carboxylate